1-(2-hydroxyethyl-2,2-d2)-5-oxopyrrolidine-3-carboxamide OC(CN1CC(CC1=O)C(=O)N)([2H])[2H]